[Br-].C(CCC)N1CN(C=C1)C 1-butyl-3-methylimidazole bromide